NC=1N=C(C=C2C=C(N=CC12)NC(=O)[C@H]1[C@@H](C1)C=1C=NC=CC1)Cl |r| (+-)-trans-N-(8-amino-6-chloro-2,7-naphthyridin-3-yl)-2-(3-pyridyl)cyclopropanecarboxamide